C(C)NCC1[C@@H]2CN(C[C@H]12)C(=O)OC(C)(C)C tert-butyl (1R,5S,6r)-6-[(ethylamino)methyl]-3-azabicyclo[3.1.0]hexane-3-carboxylate